FC1(CCCC1)CN1N=CC(=C1)C=1C(=NC(=CC1)C)C=1C=CC2=CN(N=C2C1)C 6-(3-(1-((1-Fluorocyclopentyl)methyl)-1H-pyrazol-4-yl)-6-methylpyridin-2-yl)-2-methyl-2H-indazol